1-(3-(3-(1H-imidazol-1-yl)quinoxaline-6-carbonyl)phenyl)-3-(3-fluorophenyl)urea N1(C=NC=C1)C=1C=NC2=CC=C(C=C2N1)C(=O)C=1C=C(C=CC1)NC(=O)NC1=CC(=CC=C1)F